4-methyl-6-(2-(1-methyl-1H-pyrazol-3-yl)ethyl)-2-(pyridin-3-ylmethyl)-4H-thiazolo[5',4':4,5]pyrrolo[2,3-d]pyridazin-5(6H)-one CN1C2=C(C3=C1C(N(N=C3)CCC3=NN(C=C3)C)=O)SC(=N2)CC=2C=NC=CC2